N1CC(C1)[C@@H]1CN(CCC1)C1C[C@@H](CC1)C(=O)O (1R)-3-((R)-3-(azetidine-3-yl)piperidine-1-yl)cyclopentane-1-formic acid